N-(2,5-dioxopyrrolidin-3-yl)-2-methyl-1H-benzo[d]imidazole-4-carboxamide O=C1NC(CC1NC(=O)C1=CC=CC=2NC(=NC21)C)=O